bis(3-ethoxypropyl)dimethylaminopropylamine C(C)OCCCN(CCCN(C)C)CCCOCC